9-bromo-2,3-diiodo-5,6-dihydrobenzo[f]imidazo[1,2-d][1,4]thiazepine BrC1=CC2=C(C=3N(CCS2)C(=C(N3)I)I)C=C1